(S)-3-amino-1-(4-chlorophenyl)propan NCCCC1=CC=C(C=C1)Cl